C1(CC1)CN1C(C2(C(C1)C1=CC=C(C=C1)F)CCN(CC2)C([C@@H](C(C)C)NC(C2=C(C=CC(=C2)C(F)(F)F)F)=O)=O)=O N-((2R)-1-(2-(cyclopropylmethyl)-4-(4-fluorophenyl)-1-oxo-2,8-diazaspiro[4.5]decan-8-yl)-3-methyl-1-oxobutan-2-yl)-2-fluoro-5-(trifluoromethyl)benzamide